OC1=C(C(=CC(=C1)O)OC)C(\C=C\C1=CC(=CC=C1)F)=O (E)-1-(2,4-Dihydroxy-6-methoxyphenyl)-3-(3-fluorophenyl)prop-2-en-1-one